NC1=C(C=C(C=C1)C(CBr)C(=O)C(CBr)C1=CC(=C(C=C1)N)C#N)C#N 1-(4-amino-3-cyanophenyl)-2-bromoethyl ketone